3,6-difluoro-9-(3-(3-fluoro-9H-carbazol-9-yl)-2-(oxiran-2-ylmethoxy)propyl)-9H-carbazole FC=1C=CC=2N(C3=CC=C(C=C3C2C1)F)CC(CN1C2=CC=CC=C2C=2C=C(C=CC12)F)OCC1OC1